9,9-bis(3-phenyl-4-hydroxyphenyl)fluorene 2-cyanoethyl-(N,N-diisopropylamino)phosphite C(#N)CCP(O)(O)(O)N(C(C)C)C(C)C.C1(=CC=CC=C1)C=1C=C(C=CC1O)C1(C2=CC=CC=C2C=2C=CC=CC12)C1=CC(=C(C=C1)O)C1=CC=CC=C1